BrC=1C=CC(=NC1)C1(CCC1)C(=O)O 1-(5-bromopyridin-2-yl)cyclobutanecarboxylic acid